t-butyl (3aR,5r,6aS)-hydroxyhexahydrocyclopenta[c]pyrrole-2(1H)-carboxylate OC1N(C[C@H]2[C@@H]1CCC2)C(=O)OC(C)(C)C